Cl.Cl.CC(C)C1CN(CCN1)C1=CC=C(N=N1)C1=NC=C(C=C1O)\C=C\C=1C=NNC1 2-{6-[3-(propan-2-yl)piperazin-1-yl]pyridazin-3-yl}-5-[(E)-2-(1H-pyrazol-4-yl)ethenyl]pyridin-3-ol dihydrochloride